4-Chlorophenoxyethylmethacrylat ClC1=CC=C(OCCOC(C(=C)C)=O)C=C1